1-(2,5-difluorophenyl)methanesulfonamide FC1=C(C=C(C=C1)F)CS(=O)(=O)N